diazoisatin C1=CC(=[N+]=[N-])C2C(=C1)NC(=O)C2=O